[6-[5-[2-(cyclopropanecarbonylamino)-1,3-benzothiazol-7-yl]-2-thienyl]-2-pyridyl]phosphonic acid C1(CC1)C(=O)NC=1SC2=C(N1)C=CC=C2C2=CC=C(S2)C2=CC=CC(=N2)P(O)(O)=O